C1(CC1)C(CSSCC(C)C1CC1)C bis(β-cyclopropylpropyl) disulfide